CN(CCCN=C=NCC)C (3-dimethylamino-propyl)-ethyl-carbodiimide